5-hydroxy-8-isopropyl-12-oxo-1,2,3,7,8,12-hexahydropyrano[2,3-h]pyrido[2,1-a]isoquinoline-11-carboxylic acid ethyl ester C(C)OC(=O)C=1C(C=C2N(C(CC=3C=C(C4=C(C23)CCCO4)O)C(C)C)C1)=O